C(C)C=1C=CC=C2C=CC=C(C12)C1=C(C=C2C(=NC(=NC2=C1F)OC[C@]12CCCN2C[C@@H](C1)F)N1C[C@@]2(CC[C@H](C1)N2)C)F 7-(8-ethylnaphthalen-1-yl)-6,8-difluoro-2-(((2R,7aS)-2-fluorotetrahydro-1H-pyrrolizin-7a(5H)-yl)methoxy)-4-((1S,5R)-1-methyl-3,8-diazabicyclo[3.2.1]octan-3-yl)-quinazoline